5-chloro-2-methyl-2H-pyrazolo[4,3-b]pyridine-7-carbaldehyde ClC=1C=C(C=2C(N1)=CN(N2)C)C=O